[2-amino-4-(2-furyl)-6-[[3-(trifluoromethyl)phenyl]methylamino]pyrimidin-5-yl]-pyrrolidin-1-yl-methanone NC1=NC(=C(C(=N1)C=1OC=CC1)C(=O)N1CCCC1)NCC1=CC(=CC=C1)C(F)(F)F